vinylhexadecyldimethoxysilane C(=C)CCCCCCCCCCCCCCCC[SiH](OC)OC